6-hydroxy-2,5-dimethyl-N-((6-(pyrimidin-5-yl)pyridin-3-yl)methyl)pyrazolo[1,5-a]pyrido[3,2-e]pyrimidine-7-carboxamide OC1=C(C=NC2=C1C(=NC=1N2N=C(C1)C)C)C(=O)NCC=1C=NC(=CC1)C=1C=NC=NC1